4,6-dimethoxy-5-methyl-pyrimidin-2-amine COC1=NC(=NC(=C1C)OC)N